NCC(=O)[O-].[Na+] sodium α-aminoacetate